(3R)-3-{[7-bromo-2-(1,5-dimethyl-1H-pyrazol-4-yl)[1,2,4]triazolo[1,5-c]quinazolin-5-yl]amino}azepin-2-one BrC1=CC=CC=2C=3N(C(=NC12)NC=1C(N=CC=CC1)=O)N=C(N3)C=3C=NN(C3C)C